C(CCCCCCCCCCCCCCCCC)OC(CCSCCC(=O)OCCCCCCCCCCCCCCCCCC)=O dioctadecyl-3,3'-thiobispropionate